[F-].Cl[SiH](Cl)Cl Trichlorosilane fluoride